iridium(III) tetrakis(1-pyrazolyl)borate N1(N=CC=C1)[B-](N1N=CC=C1)(N1N=CC=C1)N1N=CC=C1.[Ir+3].N1(N=CC=C1)[B-](N1N=CC=C1)(N1N=CC=C1)N1N=CC=C1.N1(N=CC=C1)[B-](N1N=CC=C1)(N1N=CC=C1)N1N=CC=C1